[4-(6-Amino-pyridazin-3-yl)-piperidin-1-yl]-[5-(4-fluoro-benzyloxy)-4-methoxy-pyridin-2-yl]-methanone NC1=CC=C(N=N1)C1CCN(CC1)C(=O)C1=NC=C(C(=C1)OC)OCC1=CC=C(C=C1)F